6-(1H-imidazol-1-yl)-N-(6-methylpyridin-3-yl)picolinamide N1(C=NC=C1)C1=CC=CC(=N1)C(=O)NC=1C=NC(=CC1)C